4-(benzyloxy)-6-methoxyisobenzofuran-1,3-dione C(C1=CC=CC=C1)OC1=C2C(OC(C2=CC(=C1)OC)=O)=O